4-(3-acrylamido-2-methylphenyl)-2-(6-morpholinopyridin-3-yl)-1H-indole-7-carboxamide C(C=C)(=O)NC=1C(=C(C=CC1)C1=C2C=C(NC2=C(C=C1)C(=O)N)C=1C=NC(=CC1)N1CCOCC1)C